CSC=1C2=C(N=CN1)SC(=N2)C(=O)O 7-methylsulfanylthiazolo[5,4-d]pyrimidine-2-carboxylic acid